3-iodo-N-(oxetan-3-yl)-1-((2-(trimethylsilyl)ethoxy)methyl)-1H-pyrazolo[4,3-d]Pyrimidin-7-amine IC1=NN(C2=C1N=CN=C2NC2COC2)COCC[Si](C)(C)C